COC=1C2=C(C=C(C=O)C1)OCO2 5-methoxy-3,4-methylenedioxybenzaldehyde